[C@@H]12N(C[C@@H](NC1)CC2)C2=NC(=NC1=CC(=CC=C21)C2=CC(=CC1=CC=C(C(=C21)F)F)O)OC[C@]21CCCN1C[C@@H](C2)F 4-(4-((1S,4S)-2,5-diazabicyclo[2.2.2]octan-2-yl)-2-(((2R,7aS)-2-fluorotetrahydro-1H-pyrrolizin-7a(5H)-yl)methoxy)quinazolin-7-yl)-5,6-difluoronaphthalen-2-ol